(R)-3-(3-chloro-5-(4,4,5,5-tetramethyl-1,3,2-dioxaborolan-2-yl)phenyl)morpholine ClC=1C=C(C=C(C1)B1OC(C(O1)(C)C)(C)C)[C@H]1NCCOC1